C1(CC1)C=1NC(=NN1)C1CC2(CN(C2)C(=O)N2CC3(C2)CN(C3)C(C(F)(F)F)=O)C1 1-[2-[6-(5-cyclopropyl-4H-1,2,4-triazol-3-yl)-2-azaspiro[3.3]heptane-2-carbonyl]-2,6-diazaspiro[3.3]heptan-6-yl]-2,2,2-trifluoro-ethanone